CC=1C=CC=C2CCO[C@@H](C12)NC (S)-(8-methylisochroman-1-yl)-methylamine